C1=C2C=C3C(=NC2=CC=C1)C1CCC(CN1C3=O)=O indolizino[1,2-b]quinoline-8,11(6H)-dione